C(C)(C)(C)C=1C=C(C=CC1)C1(CC1)CNC 1-(1-(3-(tert-butyl)phenyl)cyclopropyl)-N-methylmethanamine